C(C)(=O)O[C@H]1[C@@H](OC[C@H]1OC(C)=O)N1C2=NC(=NC(=C2N=C1C=1SC=CC1)Cl)C#CCCCCCCC (2R,3R,4R)-2-(6-chloro-2-(non-1-yn-1-yl)-8-(thiophen-2-yl)-9H-purin-9-yl)tetrahydrofuran-3,4-diyl diacetate